O1CCN(CCC1)C1C[C@H]2C([C@H]2C1)C1=CC(=NN1C(C)C)C1=CC=C(C#N)C=C1 4-(5-((1r,3s,5s,6r)-3-(1,4-oxaazepan-4-yl)bicyclo[3.1.0]hexane-6-yl)-1-isopropyl-1H-pyrazol-3-yl)benzonitrile